ClC=1N=CC=2C(CCCC2C1)=O 3-chloro-6,7-dihydroisoquinolin-8(5H)-one